(cyclopropanecarboxamide) 3-(furan-3-yl)picolinate O1C=C(C=C1)C=1C(=NC=CC1)C(=O)O.C1(CC1)C(=O)N